C1(CCCCC1)CSC=1NC=CN1 2-((cyclohexylmethyl)thio)-1H-imidazole